4,5-dimethyl-6-[3-(3-methyl-4-pyridyl)-7,8-dihydro-5H-1,6-naphthyridin-6-yl]pyridazine CC1=CN=NC(=C1C)N1CC=2C=C(C=NC2CC1)C1=C(C=NC=C1)C